[Co].[Ni].[Fe] iron-nickel cobalt